C(C1=CC=CC=C1)N1C(=NC2=NC=C(C=C21)C=2C(=NOC2C)C)C2CC2 4-(1-benzyl-2-cyclopropyl-1H-imidazo[4,5-b]pyridin-6-yl)-3,5-dimethylisoxazole